silane compound with maleimide C1(C=CC(N1)=O)=O.[SiH4]